Cl.COC([C@H](CC1CCCC1)N)=O (S)-2-amino-3-cyclopentylpropionic acid methyl ester hydrochloride